ClC=1C(=NC(=CC1)N1N=NN=C1CN(C1CCC(CC1)(C)O)C1CC1)C#N 3-chloro-6-(5-((cyclopropyl-((1s,4s)-4-hydroxy-4-methylcyclohexyl)amino)methyl)-1H-tetrazol-1-yl)pyridinecarbonitrile